N-[8-(furan-2-yl)-2-methylimidazo[1,2-a]pyrazin-6-yl]methanesulfonamide O1C(=CC=C1)C=1C=2N(C=C(N1)NS(=O)(=O)C)C=C(N2)C